CC(C)(C)[S@](=O)/N=C/C1=C(C(=CC=C1)C(F)(F)F)C (S,E)-2-methyl-N-(2-methyl-3-(trifluoromethyl)benzylidene)propane-2-sulfinamide